2-(4-chloro-3-methylphenoxy)ethylamine ClC1=C(C=C(OCCN)C=C1)C